4-[(3,4-Dimethoxyphenyl)-(3-pyridyl)methylene]Piperidine-1-carboxylic acid tert-butyl ester C(C)(C)(C)OC(=O)N1CCC(CC1)=C(C=1C=NC=CC1)C1=CC(=C(C=C1)OC)OC